(S)-6-(4-(methoxycarbonyl)phenyl)-4-(1-Methyl-1H-pyrazol-5-yl)-3,6-dihydropyridine-1(2H)-carboxylic acid benzyl ester C(C1=CC=CC=C1)OC(=O)N1CCC(=C[C@H]1C1=CC=C(C=C1)C(=O)OC)C1=CC=NN1C